N-((5-phenyl-1,3,4-thiadiazol-2-yl)methyl)-1-(3,3,3-trifluoropropyl)-1H-1,2,3-triazole-4-carboxamide C1(=CC=CC=C1)C1=NN=C(S1)CNC(=O)C=1N=NN(C1)CCC(F)(F)F